(2R,3S)-3-((2-(2-ethoxy-7-methylquinoxalin-5-yl)-5-fluorobenzo[d]thiazol-6-yl)oxy)butan-2-yl (2-((R)-2,3-dihydroxypropoxy)pyrimidin-5-yl)carbamate O[C@@H](COC1=NC=C(C=N1)NC(O[C@H](C)[C@H](C)OC1=CC2=C(N=C(S2)C2=C3N=CC(=NC3=CC(=C2)C)OCC)C=C1F)=O)CO